(2-fluoro-6-nitrophenyl)(methyl)sulfane ethyl-2-(4-phenylpiperidin-1-yl)benzo[4,5]imidazo[1,2-a]pyrimidine-8-carboxylate C(C)OC(=O)C=1C=CC2=C(N=C3N2C=CC(=N3)N3CCC(CC3)C3=CC=CC=C3)C1.FC1=C(C(=CC=C1)[N+](=O)[O-])SC